C(CC(=C)C)OP(=O)([O-])[O-] isopentenylphosphate